(2,4,5-trifluorophenyl)boronic acid FC1=C(C=C(C(=C1)F)F)B(O)O